2-(4-(2-bromo-3-fluorophenoxy)butoxy)tetrahydro-2H-pyran BrC1=C(OCCCCOC2OCCCC2)C=CC=C1F